3-(tert-butyl)cyclohexanone C(C)(C)(C)C1CC(CCC1)=O